di(methoxy-naphthyl)methylsulfonium COC1=C(C2=CC=CC=C2C=C1)C(C1=C(C=CC2=CC=CC=C12)OC)[SH2+]